1,3-Dimethyl-5-nitro-1H-indazole CN1N=C(C2=CC(=CC=C12)[N+](=O)[O-])C